1-(1-(2,4-difluorophenyl)ethyl)-1H-pyrazol-4-amine hydrochloride Cl.FC1=C(C=CC(=C1)F)C(C)N1N=CC(=C1)N